N-((5-fluoro-2,3-dihydrobenzofuran-4-yl)methyl)-8-(6-methylimidazo[1,2-a]pyridin-8-yl)-[1,2,4]triazolo[4,3-c]pyrimidin-5-amine FC=1C=CC2=C(CCO2)C1CNC1=NC=C(C=2N1C=NN2)C=2C=1N(C=C(C2)C)C=CN1